8-bromo-2-fluoroadenine BrC1=NC2=NC(=NC(=C2N1)N)F